tert-butyl 4-(4-amino-2-fluoro-6-methoxy-phenyl)-3,6-dihydro-2H-pyridine-1-carboxylate NC1=CC(=C(C(=C1)OC)C=1CCN(CC1)C(=O)OC(C)(C)C)F